C(C\C=C/CCCCC)O (Z)-non-3-en-1-ol